ClC=1C=CC(=C(C1)C1=NNC=C1C1=NC2=CC(=CN=C2C=C1)N1CCN(CC1)C(C)C)F 2-[3-(5-chloro-2-fluoro-phenyl)-1H-pyrazol-4-yl]-7-(4-isopropylpiperazin-1-yl)-1,5-naphthyridine